1-{[(4,5-dibromo-2-thienyl)carbonyl]amino}cyclopropanecarboxylic acid BrC=1C=C(SC1Br)C(=O)NC1(CC1)C(=O)O